BrC=1N=C(SC1)C(C=C)=O 1-(4-bromothiazol-2-yl)prop-2-en-1-one